1-[6-benzyloxy-8-fluoro-7-(1,1,4-trioxo-1,2,5-thiadiazolidin-2-yl)-2-naphthyl]pyrazole-4-carbaldehyde C(C1=CC=CC=C1)OC=1C=C2C=CC(=CC2=C(C1N1S(NC(C1)=O)(=O)=O)F)N1N=CC(=C1)C=O